BrC1=C(C(=C(C2=CC(=CC=C12)C1=CN(C=C1)S(=O)(=O)C1CC1)F)N1CC(NS1(=O)=O)=O)O 5-{4-bromo-7-[1-(cyclopropanesulfonyl)-1H-pyrrol-3-yl]-1-fluoro-3-hydroxynaphthalen-2-yl}-1λ6,2,5-thiadiazolidine-1,1,3-trione